(S)-N-(4-((3-chloro-4-fluorophenyl)carbamoyl)-7-fluoro-2,3-dihydro-1H-inden-1-yl)picolinamide ClC=1C=C(C=CC1F)NC(=O)C1=C2CC[C@@H](C2=C(C=C1)F)NC(C1=NC=CC=C1)=O